S(=O)(=O)(O)C1=CC=CC=C1.CN1CCN(CC1)C1=CC=C(C(=O)NC2=NNC3=CC(=CC=C23)OCCOCC2=CC=C(C=C2)C(F)(F)F)C=C1 4-(4-methyl-piperazin-1-yl)-N-{6-[2-(4-trifluoromethyl-benzyloxy)-ethoxy]-1H-indazol-3-yl}-benzamide besylate salt